CC1=C(C=C2C=NNC2=C1)C1=CC=C2C(=N1)SC(=C2)[C@H](O)C2CCOCC2 (R)-(6-(6-methyl-1H-indazol-5-yl)thieno[2,3-b]pyridin-2-yl)(tetrahydro-2H-pyran-4-yl)methanol